C(C)(C)(C)OC(=O)N[C@@H](CC1=CC=CC=C1)C(=O)OCCCCC(C(C(C(F)(F)F)(F)F)(F)F)(F)F 5,5,6,6,7,7,8,8,8-Nonafluorooctyl (tert-butoxycarbonyl)-L-phenylalaninate